glycerol laurate succinate C(CCC(=O)O)(=O)O.C(CCCCCCCCCCC)(=O)O.OCC(O)CO